rac-(6s)-N-benzyl-7-(4-bromo-3-chloro-benzoyl)-2-[4-(cyclopropoxy)phenyl]-6-methyl-3-oxo-6,8-dihydro-5H-imidazo[1,5-a]pyrazine-1-carboxamide C(C1=CC=CC=C1)NC(=O)C=1N(C(N2C1CN([C@H](C2)C)C(C2=CC(=C(C=C2)Br)Cl)=O)=O)C2=CC=C(C=C2)OC2CC2 |r|